vanadium (vanadocene) [CH-]1C=CC=C1.[CH-]1C=CC=C1.[V+2].[V]